(S)-2-(1,3,4-oxadiazol-2-yl)piperidin O1C(=NN=C1)[C@H]1NCCCC1